OCCN(C=1C(=NC=CC1)B(O)O)CCO 3-(BIS(2-HYDROXYETHYL)AMINO)PYRIDIN-2-YLBORONIC ACID